C12CN(CC(CC1)N2)C2=CC=C(C=N2)C2=NN1C(C=CC(=C1)C1=CC(=NC=C1)C)=C2C#N (6-(3,8-diazabicyclo[3.2.1]octane-3-yl)pyridin-3-yl)-6-(2-methylpyridin-4-yl)pyrazolo[1,5-a]pyridine-3-carbonitrile